BrC=1C=NN(C1C)C(C)C(C)C 4-bromo-5-methyl-1-(3-methylbutan-2-yl)-1H-pyrazole